tert-butyl 2-(5-methoxy-2-(1-methyl-1H-pyrazol-4-yl)-4-nitrophenyl)-2,6-dihydropyrrolo[3,4-c]pyrazole-5(4H)-carboxylate COC=1C(=CC(=C(C1)N1N=C2C(=C1)CN(C2)C(=O)OC(C)(C)C)C=2C=NN(C2)C)[N+](=O)[O-]